CC1=C2CCN(C(C2=CC(=C1)C)C1=CC=CC=C1)C(CCC(=O)NCC1=NC=CC=C1)=O 4-(5,7-Dimethyl-1-phenyl-3,4-dihydro-1H-isoquinolin-2-yl)-4-oxo-N-(2-pyridylmethyl)butyric acid amide